3-(3-(2,4-Difluorophenyl)-4-oxo-3,4-dihydrophthalazin-1-yl)-N-methylbenzeneSulfonamide FC1=C(C=CC(=C1)F)N1N=C(C2=CC=CC=C2C1=O)C=1C=C(C=CC1)S(=O)(=O)NC